C(C)C1=NOC(=N1)C=1C=CC(=C(N)C1)F 5-(3-ethyl-1,2,4-oxadiazol-5-yl)-2-fluoroaniline